CC(C(=O)OC(C=C)(CCC=C(C)C)C)C 3,7-dimethylocta-1,6-dien-3-yl 2-methylpropanoate